CN([C@@H](CC(C)C)C(=O)O)C Dimethyl-leucine